COC(C(=O)C1=CC=CC=C1)(C1=CC=CC=C1)OC 2,2-dimethoxy-1,2-di(phenyl)ethanone